(S)-11-chloro-8-hydroxy-3-(1H-pyrazolo[3,4-b]pyridin-1-yl)-10-(trifluoromethyl)-3,4-dihydro-[1,4]thiazepino[2,3,4-ij]quinazolin-6(2H)-one ClC1=C(C=C2C(=NC(N3C2=C1SC[C@H](C3)N3N=CC=1C3=NC=CC1)=O)O)C(F)(F)F